ClC=1C=NC=C(C1NC(C1=CC(=C(C=C1)OC(F)F)OCCCCCCC(=O)N(C)OC)=O)Cl N-(3,5-dichloropyridin-4-yl)-4-(difluoromethoxy)-3-((7-(methoxy(methyl)amino)-7-oxoheptyl)oxy)-benzamide